ClC1=C(C=C(C(=O)N2CCC3(CC2)CCC(CC3)CN3C2CN(C(C3)C2)C(=O)OC(C)(C)C)C=C1)N1C(NC(CC1)=O)=O tert-butyl 5-((3-(4-chloro-3-(2,4-dioxotetrahydropyrimidin-1(2H)-yl) benzoyl)-3-azaspiro[5.5]undec-9-yl) methyl)-2,5-diazabicyclo[2.2.1]heptane-2-carboxylate